NC1=NC=2C(=CC(=CC2C=2N1N=C(N2)[C@@H]2CC[C@@H](N(C2)C(=O)C2=NN(N=C2)C2COC2)C)F)F ((2S,5R)-5-(5-amino-7,9-difluoro-[1,2,4]triazolo[1,5-c]quinazolin-2-yl)-2-methylpiperidin-1-yl)(2-(oxetan-3-yl)-2H-1,2,3-triazol-4-yl)methanone